3,5,5-trimethylcyclohexylcarbamate CC1CC(CC(C1)(C)C)NC([O-])=O